CC=1C=CC=2N(C3=CC=C(C=C3C2C1)C)COP(O)(O)=O [1-(3,6-dimethyl-9H-carbazol-9-yl)methyl]phosphoric acid